BrC=1C=CC=C2C(=NN(C12)C)N1C(NC(CC1)=O)=O 1-(7-Bromo-1-methylindazol-3-yl)-1,3-diazinane-2,4-dione